3-(2-methacryloyloxyethyl-dimethylamino)propanecarboxylic acid C(C(=C)C)(=O)OCCCN(CCCC(=O)O)C